CC1(NC(CC(C1)OCCCCCCCCCCCCOC1OCCCC1)(C)C)C 2,2,6,6-tetramethyl-4-((12-((tetrahydro-2H-pyran-2-yl)oxy)dodecyl)oxy)piperidin